tert-Butyl (3S,4aS,6S,8aR)-6-{2-[1-(acetoxymethyl)-1H-tetraazol-5-yl]ethyl}-3-(2-ethylbutoxycarbonyl)-6-fluoroperhydro-2-isoquinolinecarboxylate C(C)(=O)OCN1N=NN=C1CC[C@@]1(C[C@@H]2C[C@H](N(C[C@@H]2CC1)C(=O)OC(C)(C)C)C(=O)OCC(CC)CC)F